C1(=CC=CC=C1)[Mo] phenylmolybdenum